C(C)OC(CCCCCC1C(C1)CCCCCCCCC(CCCCCCC)N(C)C)=O ethyl-6-{2-[9-(dimethylamino)hexadecyl]cyclopropyl}hexanoate